CC=1C=C(C=NNC2=C3N=CN(C3=NC(=N2)N2CCOCC2)CC2=CC=NC=C2)C=CC1 4-(6-(2-(3-methylbenzylidene)hydrazinyl)-9-(pyridin-4-ylmethyl)-9H-purin-2-yl)morpholine